2-fluoro-N-(5-(((3-(4-fluorophenyl)-1,2,4-oxadiazol-5-yl)methyl)thio)-1,3,4-thiadiazol-2-yl)benzamide FC1=C(C(=O)NC=2SC(=NN2)SCC2=NC(=NO2)C2=CC=C(C=C2)F)C=CC=C1